C(C1=CC=CC=C1)OCC1=NSC(=N1)C1=NC(=C2N1CCN(C2C)C(C2=CC=C(C=C2)F)=O)N2C(CCC2)=O 1-(3-(3-((benzyloxy)methyl)-1,2,4-thiadiazol-5-yl)-7-(4-fluorobenzoyl)-8-methyl-5,6,7,8-Tetrahydroimidazo[1,5-a]pyrazin-1-yl)pyrrolidin-2-one